propan-2-yl-1,1,1,3,3,3-d6 (S)-6-diazo-2-(2-(ethoxy-d5)acetamido)-5-oxohexanoate [N+](=[N-])=CC(CC[C@@H](C(=O)OC(C([2H])([2H])[2H])C([2H])([2H])[2H])NC(COC(C([2H])([2H])[2H])([2H])[2H])=O)=O